OC1=C(C=C(CCC2=CC(=C(C(=C2)OC)OC)OC)C=C1)OC 4'-hydroxy-3,3',4,5-tetramethoxybibenzyl